ClC1=CC=C(CC2=NC=CC(=N2)OC2=CC=C(CC3=NC=4C(=NC(=CC4)C(=O)OC)N3C[C@H]3OCC3)C=C2)C=C1 methyl (S)-2-(4-((2-(4-chlorobenzyl)pyrimidin-4-yl)oxy)benzyl)-3-(oxetan-2-ylmethyl)-3H-imidazo[4,5-b]pyridine-5-carboxylate